(R)-(4-(4-methylpyrazolo[1,5-a]pyridin-2-yl)-6,7-dihydro-1H-imidazo[4,5-c]pyridin-5(4H)-yl)(5-(pyrazin-2-yl)-1,3,4-oxadiazol-2-yl)methanone CC=1C=2N(C=CC1)N=C(C2)[C@@H]2N(CCC1=C2N=CN1)C(=O)C=1OC(=NN1)C1=NC=CN=C1